NC=1OC2=C(C=NC=C2C=2C[C@H](OCC2)C(=O)N2[C@H](C3=C(C=C(C=C3CC2)C(F)(F)F)Cl)C)N1 ((S)-4-(2-aminooxazolo[4,5-c]pyridin-7-yl)-3,6-dihydro-2H-pyran-2-yl)((S)-8-chloro-1-methyl-6-(trifluoromethyl)-3,4-dihydroisoquinolin-2(1H)-yl)methanone